N-[9-[5-[[bis(4-methoxyphenyl)-phenyl-methoxy]methyl]-4-[2-cyanoethoxy-(diisopropylamino)phosphanyl]oxy-3-fluoro-tetrahydrofuran-2-yl]purin-6-yl]-N-isopropyl-benzamide COC1=CC=C(C=C1)C(OCC1C(C(C(O1)N1C2=NC=NC(=C2N=C1)N(C(C1=CC=CC=C1)=O)C(C)C)F)OP(N(C(C)C)C(C)C)OCCC#N)(C1=CC=CC=C1)C1=CC=C(C=C1)OC